N-(2-(2-aminoethoxy)ethyl)-2-(7-phenyl-2,7-diazaspiro[4.4]nonan-2-yl)isonicotinamide NCCOCCNC(C1=CC(=NC=C1)N1CC2(CC1)CN(CC2)C2=CC=CC=C2)=O